methyl 2-((2,2,7-trifluoro-3-oxo-6-(perfluorophenyl)-2,3-dihydro-4H-benzo[b][1,4]oxazin-4-yl)methyl)benzoate FC1(C(N(C2=C(O1)C=C(C(=C2)C2=C(C(=C(C(=C2F)F)F)F)F)F)CC2=C(C(=O)OC)C=CC=C2)=O)F